N12C[C@H](C(CC1)CC2)N2C(C=1C=CC=C3C1[C@@H](C2)CCC3)=O (3aS)-2-[(3S)-1-azabicyclo[2.2.2]octan-3-yl]-3a,4,5,6-tetrahydro-3H-benzo[de]isoquinolin-1-one